Sodium (2S,5R)-N-methoxy-7-oxo-6-(sulfooxy)-1,6-diazabicyclo[3.2.1]octane-2-carboxamide CONC(=O)[C@H]1N2C(N([C@H](CC1)C2)OS(=O)(=O)O)=O.[Na]